(1S,5R)-5-(trifluoromethyl)-3-(8-(trifluoromethyl)quinolin-5-yl)-3-azabicyclo[3.1.0]hexane FC([C@]12CN(C[C@H]2C1)C1=C2C=CC=NC2=C(C=C1)C(F)(F)F)(F)F